FC1(CCCCC1)CNC=1N=CC2=C(N1)NC=C2C=2C=CC=1N(N2)C=CN1 N-((1-fluorocyclohexyl)methyl)-5-(imidazo[1,2-b]pyridazin-6-yl)-7H-pyrrolo[2,3-d]pyrimidin-2-amine